ClC=1C(SSC1Cl)=O 4,5-dichloro-(3H)-1,2-dithiol-3-one